C(N)(=N)NC(CC1=C(C=CC=C1C1=CC(=CC=C1)Cl)Cl)=O N-carbamimidoyl-2-[2-chloro-6-(3-chlorophenyl)phenyl]acetamide